5-(7-(difluoromethyl)-6-(1-methyl-1H-pyrazol-4-yl)-3,4-dihydroquinolin-1(2H)-yl)-1-methyl-7-(prop-1-en-2-yl)-1H-indole-3-carboxylic acid methyl ester COC(=O)C1=CN(C2=C(C=C(C=C12)N1CCCC2=CC(=C(C=C12)C(F)F)C=1C=NN(C1)C)C(=C)C)C